methyl 4-amino-1-(3-amino-4-methylphenyl)-2-oxo-7-(trifluoro methyl)-1,2-dihydroquinoline-3-carboxylate NC1=C(C(N(C2=CC(=CC=C12)C(F)(F)F)C1=CC(=C(C=C1)C)N)=O)C(=O)OC